ammonium calcium phosphate ammonium magnesium phosphate P(=O)([O-])([O-])[O-].[Mg+2].[NH4+].P(=O)([O-])([O-])[O-].[Ca+2].[NH4+]